Triethylammonium 3-[[4-[2-chloro-[[1-[(4-fluorophenyl)carbamoyl]cyclopropancarbonyl]amino]phenoxy]-6-methoxy-7-quinolyl]oxy]Propionat ClC1=C(OC2=CC=NC3=CC(=C(C=C23)OC)OCCC(=O)[O-])C=CC=C1NC(=O)C1(CC1)C(NC1=CC=C(C=C1)F)=O.C(C)[NH+](CC)CC